thieno[3,2-c]pyridine-2-carboxamide S1C(=CC=2C=NC=CC21)C(=O)N